C1(=CC=CC=C1)C1=NC=CC2=CC=CC=C12 (phenyl)isoquinoline